BrC=1C=C2C=C(C(=NC2=CC1)OC)C(C(CCN(C)C)(O)C1=CC(=NC(=C1)SC)OC)C1=C(C(=CC=C1)OC)F 1-(6-bromo-2-methoxyquinolin-3-yl)-4-(dimethylamino)-1-(2-fluoro-3-methoxyphenyl)-2-(2-methoxy-6-(methylsulfanyl)pyridin-4-yl)butan-2-ol